(2,6-difluoro-4-hydroxyphenyl)boronic acid FC1=C(C(=CC(=C1)O)F)B(O)O